C12CCC(CC1)N2C2=NC(=CC1=C2N=C(N=C1)NC1=NC=2CCN(CC2C=C1)C(=O)[C@H]1N(CCC1)C)C1COC1 [2-[[8-(7-azabicyclo[2.2.1]heptan-7-yl)-6-(oxetan-3-yl)pyrido[3,4-d]pyrimidin-2-yl]amino]-7,8-dihydro-5H-1,6-naphthyridin-6-yl]-[(2S)-1-methylpyrrolidin-2-yl]methanone